2-Amino-4-[1-(3,8-diazabicyclo[3.2.1]octan-8-yl)-5-fluoro-3-[2-[(3S)-3-methoxypyrrolidin-1-yl]ethoxy]-7,9-dihydrofuro[3,4-f]quinazolin-6-yl]-5-fluoro-benzothiophene-3-carbonitrile NC=1SC2=C(C1C#N)C(=C(C=C2)F)C=2C1=C(C=3C(=NC(=NC3C2F)OCCN2C[C@H](CC2)OC)N2C3CNCC2CC3)COC1